2-[(4-chloro-2-fluorophenyl)methoxy]-4-(piperidin-4-yl)pyrimidine TFA salt OC(=O)C(F)(F)F.ClC1=CC(=C(C=C1)COC1=NC=CC(=N1)C1CCNCC1)F